(E)-4-(2-(4-(2-(2-ethoxyphenyl)hydrazineylidene)-3-methyl-5-oxo-4,5-dihydro-1H-pyrazol-1-yl)thiazol-4-yl)benzoic acid C(C)OC1=C(C=CC=C1)N\N=C\1/C(=NN(C1=O)C=1SC=C(N1)C1=CC=C(C(=O)O)C=C1)C